4-(7-fluoro-1,3-benzooxazol-2-yl)aniline FC1=CC=CC=2N=C(OC21)C2=CC=C(N)C=C2